2-(2-((S)-1-(2,3-Difluorobenzyl)-5-oxopyrrolidin-2-yl)acetamido)-N-(4-fluorophenyl)-3-methylbutanamide FC1=C(CN2[C@@H](CCC2=O)CC(=O)NC(C(=O)NC2=CC=C(C=C2)F)C(C)C)C=CC=C1F